tert-butyl-2-amino-6-chloro-4-(trifluoromethyl)nicotinonitrile C(C)(C)(C)C=1C(=NC(=C(C#N)C1C(F)(F)F)N)Cl